N-(cyclopropylmethyl)-1'-((2-ethyl-5-fluoro-3-oxo-3,4-dihydroquinoxalin-6-yl)methyl)-2-methyl-1',2',3',6'-tetrahydro-[3,4'-bipyridine]-6-carboxamide C1(CC1)CNC(=O)C1=CC=C(C(=N1)C)C=1CCN(CC1)CC=1C(=C2NC(C(=NC2=CC1)CC)=O)F